2-mercapto-5-methyl-1,3,4-thiadiazole SC=1SC(=NN1)C